Ethyl 2-(4-((4-(3-fluoro-5-(trifluoromethyl) pyridin-2-yl) piperazin-1-yl) methyl)-2,6-dimethylphenoxy)-2-methylpropionate FC=1C(=NC=C(C1)C(F)(F)F)N1CCN(CC1)CC1=CC(=C(OC(C(=O)OCC)(C)C)C(=C1)C)C